C(/C1=CC=CC=C1)=C\1/CC(OC(C1(C)C)C1=CC=C(C=C1)OC)=O (E)-4-benzylidene-6-(4-methoxyphenyl)-5,5-dimethyltetrahydro-2H-pyran-2-one